N-hydroxyphthalamide ONC(C=1C(C(=O)N)=CC=CC1)=O